(E)-2-chloro-4-methoxy-6-phenylnicotinamide oxime ClC1=C(\C(\N)=N/O)C(=CC(=N1)C1=CC=CC=C1)OC